C1N=CC=C2C1=NC1=CC=CC=C21 r-[1H]pyrido[3,4-b]indol